C(C)(C)(C)OC(=O)NCCNC(=O)C1CCN(CC1)C=1SC=C(N1)C(=O)NC(C(=O)NC(C(=O)OC)=C)=C methyl 2-(2-(2-(4-((2-((tert-butoxycarbonyl)amino)ethyl)carbamoyl)piperidin-1-yl)thiazole-4-carboxamido)acrylamido)acrylate